F[C@@H](C1=CC2=C(SC(=C2)C(N[C@H]2CCC[C@@H]3N(C2=O)[C@@H](CC3)C(=O)N3CC(C3)C=3C(=NC=NC3)N3CCOCC3)=O)C=C1)P(O)(O)=O ((R)-fluoro(2-(((3S,6S,9aS)-3-(3-(4-morpholino-pyrimidin-5-yl)azetidine-1-carbonyl)-5-oxooctahydro-1H-pyrrolo[1,2-a]azepin-6-yl)carbamoyl)benzo[b]thiophen-5-yl)methyl)phosphonic acid